FC(OC1=CC(=C(C=N1)N)C)F 6-(difluoromethoxy)-4-methylpyridin-3-amine